BrC1=CC=C2C(=CNC2=C1)S(=O)(=O)NC1=CC2=C(OC(O2)(F)F)C=C1F 6-bromo-N-(2,2,6-trifluoro-1,3-benzodioxol-5-yl)-1H-indole-3-sulfonamide